BrC1=C2C=CC=CC2=C(C2=CC=CC=C12)C1=CC=CC=2OC3=C(C21)C=CC=C3Cl 1-(10-bromoanthracene-9-yl)-6-chlorodibenzofuran